(S)-4-(3-((benzyloxy)methyl)-4-ethyl-5-oxo-4,5-dihydro-1H-1,2,4-triazol-1-yl)-2-(sec-butylamino)-N-(2-chloro-6-fluorophenyl)-5-fluorobenzamide C(C1=CC=CC=C1)OCC1=NN(C(N1CC)=O)C1=CC(=C(C(=O)NC2=C(C=CC=C2F)Cl)C=C1F)N[C@@H](C)CC